tert-Butyl N-[6-[(2S)-2-allylpyrrolidin-1-yl]-2-[5-(2-benzyloxy-1-hydroxy-ethyl)-1,3,4-oxadiazol-2-yl]-5-(trifluoromethyl)-3-pyridyl]carbamate C(C=C)[C@H]1N(CCC1)C1=C(C=C(C(=N1)C=1OC(=NN1)C(COCC1=CC=CC=C1)O)NC(OC(C)(C)C)=O)C(F)(F)F